ClC1=CSC=C1Cl 3,4-dichlorothiophene